C(C)(C)(C)OC(=O)N1CC(CC1)NC 3-(methylamino)pyrrolidine-1-carboxylic acid tert-butyl ester